4,5-dihydro-1H-1,2,3-triazole N1N=NCC1